(2E)-1-{2-[4-(difluoromethyl)phenyl]-3-(pyridin-4-yl)-6,7-dihydropyrazolo[1,5-a]pyrazin-5(4H)-yl}-4-(dimethylamino)but-2-en-1-one FC(C1=CC=C(C=C1)C1=NN2C(CN(CC2)C(\C=C\CN(C)C)=O)=C1C1=CC=NC=C1)F